Trifluoro(heptafluoro-1-propoxy)ethylene FC(=C(OC(C(C(F)(F)F)(F)F)(F)F)F)F